(6-(4-fluorophenyl)-4-(1-methyl-1H-pyrazol-3-yl)pyridin-3-yl)methylacrylamide FC1=CC=C(C=C1)C1=CC(=C(C=N1)CC(C(=O)N)=C)C1=NN(C=C1)C